C(C)(C)(C)C1=C(N=CN1)C=C1C(NC(C(N1)=O)=CC1=CC=CC=C1)=O 3-[(5-tertiary butyl-1H-imidazol-4-yl)methylene]-6-(benzylidene)-2,5-piperazinedione